N-(((2,6-dichlorobenzyl)amino)((4-methylquinazolin-2-yl)amino)methylene)acetamide ClC1=C(CNC(=NC(C)=O)NC2=NC3=CC=CC=C3C(=N2)C)C(=CC=C1)Cl